CN(C1=CC(=C(C=N1)C=1C(=NN2C1N=C(C=C2N(C)CC2=CC=C(C=C2)C2=CC=C(C(=O)N)C=C2)C)C)C)C 4-{4-[({3-[6-(dimethylamino)-4-methylpyridin-3-yl]-2,5-dimethylpyrazolo[1,5-a]pyrimidin-7-yl}(methyl)amino)methyl]phenyl}benzamide